(2S)-2-benzyl-N-(8-fluoro-2-methyl-3-quinolinyl)-2,4-dimethyl-pentanamide C(C1=CC=CC=C1)[C@@](C(=O)NC=1C(=NC2=C(C=CC=C2C1)F)C)(CC(C)C)C